7-(8-chloronaphthalen-1-yl)-8-fluoro-2-(((2R,7aS)-2-fluorotetrahydro-1H-pyrrolizin-7a(5H)-yl)methoxy)-4-(2,6-diazaspiro[3.4]octan-2-yl)pyrido[4,3-d]pyrimidine ClC=1C=CC=C2C=CC=C(C12)C1=C(C=2N=C(N=C(C2C=N1)N1CC2(C1)CNCC2)OC[C@]21CCCN1C[C@@H](C2)F)F